CC12CCC3C(CO1)(CCC1C(CCCC13C)(C)C)O2 3,8,8,11a-tetramethyldodecahydro-1H-3,5a-epoxynaphtho[2,1-c]oxepin